8-cyclopentyl-6-(2-hydroxyethyl)-2-(methylsulfonyl)pyrido[2,3-d]Pyrimidine C1(CCCC1)N1CC(=CC2=C1N=C(N=C2)S(=O)(=O)C)CCO